C1COCCC12CCC(CC2)NC2=CC=CC1=C2SC(=C1CC(F)(F)F)C#CCNC1=C(C=C(C=C1)P(C)(C)=O)OC (4-((3-(7-((3-oxaspiro[5.5]undecan-9-yl)amino)-3-(2,2,2-trifluoroethyl)benzo[b]thiophen-2-yl)-prop-2-yn-1-yl)amino)-3-methoxyphenyl)dimethylphosphine oxide